N=1C=CN2C1C(=CC=C2)C2=CC=C1C=NC(=NN12)N[C@H]1[C@@H](CN(CC1)S(=O)(=O)C)O (3R,4R)-4-((7-(imidazo[1,2-a]pyridin-8-yl)pyrrolo[2,1-f][1,2,4]triazin-2-yl)amino)-1-(methylsulfonyl)piperidin-3-ol